C[C@@H]1N(C[C@H](N(C1)C(C)C=1C=C2N=CC=NC2=CC1)C)C=1C=2C(N(C(C1)=O)C)=CN(N2)C2OCCCC2 7-((2s,5r)-2,5-dimethyl-4-(1-(quinoxalin-6-yl)ethyl)piperazin-1-yl)-4-methyl-2-(tetrahydro-2H-pyran-2-yl)-2,4-dihydro-5H-pyrazolo[4,3-b]pyridin-5-one